R-(-)-3-ethylhydroxybutyrate C(C)C([C@H](C(=O)[O-])O)C